CC=1C(=C(C=2CC3=CC=CC=C3C2C1)C1=C(C2=C(OC3=C2C=CC=C3)C=C1)C1=C(C(=C(C(=C1C1=NN=NC(=C1C1(C(C(C(C(C1[2H])([2H])[2H])([2H])[2H])([2H])[2H])([2H])[2H])[2H])C1(C(C(C(C(C1[2H])([2H])[2H])([2H])[2H])([2H])[2H])([2H])[2H])[2H])[2H])[2H])[2H])[2H])C (dimethylfluorenyl)[(diphenyl-d10)triazinylphenyl-d4]dibenzofuran